C(#N)CC=1SC=C(N1)C=1C(=CC(=NC1)NC(C)=O)NC1=NC(=NC=C1)C(C)(F)F N-(5-(2-(cyanomethyl)thiazol-4-yl)-4-((2-(1,1-difluoroethyl)pyrimidin-4-yl)amino)pyridin-2-yl)acetamide